BrC(C(Br)C1=CC=CC=C1)C1=CC=CC=C1 1,2-Dibromodiphenyl-ethan